(-)-1-(4-fluorophenyl)-3-[(3S*,4R*)-4-(4-methylsulfonylphenyl)-2-oxopyrrolidin-3-yl]urea FC1=CC=C(C=C1)NC(=O)N[C@@H]1C(NC[C@H]1C1=CC=C(C=C1)S(=O)(=O)C)=O |o1:11,15|